2-(7-((2S,5R)-2,5-diethyl-4-(1-(5,6,7,8-tetrahydroquinoxalin-2-yl)ethyl)piperazin-1-yl)-4-methyl-5-oxo-4,5-dihydro-2H-pyrazolo[4,3-b]pyridin-2-yl)acetonitrile C(C)[C@@H]1N(C[C@H](N(C1)C(C)C1=NC=2CCCCC2N=C1)CC)C=1C=2C(N(C(C1)=O)C)=CN(N2)CC#N